C(O)(O)=O.NCCNCCN diethylenetriamine carbonate